C1(CC(CCC1)N=C=O)N=C=O Hexahydro-1,3-phenylene diisocyanate